ClC1=NC=C(C(=C1)C1=C(C=NC(=C1)C)C(=O)NC=1SC(=NN1)OC1CCC(CC1)[C@@H](C)O)OC 2'-chloro-N-(5-(((1R,4r)-4-((R)-1-hydroxyethyl)cyclohexyl)oxy)-1,3,4-thiadiazol-2-yl)-5'-methoxy-6-methyl-(4,4'-bipyridine)-3-carboxamide